5-(2-(2-chloro-3-fluorophenyl)-3-azabicyclo[3.1.1]heptan-3-yl)-N-((R,E)-4-(methylsulfonyl)but-3-en-2-yl)pyrazine-2-carboxamide ClC1=C(C=CC=C1F)C1C2CC(CN1C=1N=CC(=NC1)C(=O)N[C@H](C)\C=C\S(=O)(=O)C)C2